(3S,4S)-1-tert-butyl-4-{[5-(2,4-difluoro-phenyl)-isoxazole-3-carbonyl]-amino}-piperidine-3-carboxylic acid (1-pyrimidin-2-yl-cyclopropyl)-amide N1=C(N=CC=C1)C1(CC1)NC(=O)[C@H]1CN(CC[C@@H]1NC(=O)C1=NOC(=C1)C1=C(C=C(C=C1)F)F)C(C)(C)C